rac-(4S,5R)-3-(2-methoxy-6-(trifluoromethyl)-pyridinyl)-4,5-dimethyl-4-furancarboxylic acid COC1=NC(=CC=C1C1=CO[C@@H]([C@]1(C(=O)O)C)C)C(F)(F)F |r|